COC=1C=C2CN(C=3C4=C(C=CC3C2=CC1OC)C=C1C(=C4)OCO1)CCN1CCOCC1 2,3-Dimethoxy-12-(2-morpholinoethyl)-12,13-dihydro-[1,3]dioxolo[4',5':4,5]benzo[1,2-c]phenanthridine